N([C@@](CCC(=O)O)(C(=O)O)[2H])([2H])[2H] L-glutamic acid-d3